(bis(3-ethyl-5-methyl-4-maleimidophenyl))methane Tert-Butyl-3-(4-bromophenyl)azetidine-1-carboxylate C(C)(C)(C)OC(=O)N1CC(C1)C1=CC=C(C=C1)Br.C(C)C=1C=C(C=C(C1N1C(C=CC1=O)=O)C)CC1=CC(=C(C(=C1)C)N1C(C=CC1=O)=O)CC